1-(3-(4-(Hydroxymethyl)-1-(4-(trifluoromethoxy)phenyl)-1H-pyrazolo[3,4-b]pyridin-3-yl)azetidin-1-yl)prop-2-en-1-one OCC1=C2C(=NC=C1)N(N=C2C2CN(C2)C(C=C)=O)C2=CC=C(C=C2)OC(F)(F)F